NC1=C(C=C(C=C1)C(C)=O)Br 1-(4-amino-3-bromophenyl)-1-ethanone